3,5-Diamino-1-[3-(triethoxysilyl)propyl]-1,2,4-triazole NC1=NN(C(=N1)N)CCC[Si](OCC)(OCC)OCC